monohydroxymonophenyl-biphenyl OC1=CC=C(C=C1)C1=C(C=CC=C1)C1=CC=CC=C1